2-(5-((4-amino-6-chloro-1H-pyrazolo[3,4-d]pyrimidin-1-yl)methyl)-2-(trifluoromethyl)phenethyl)-6-(hydroxymethyl)pyridazin-3(2H)-one NC1=C2C(=NC(=N1)Cl)N(N=C2)CC=2C=CC(=C(CCN1N=C(C=CC1=O)CO)C2)C(F)(F)F